hexadecyldiethyl-(3-triethoxysilylpropyl)ammonium chloride [Cl-].C(CCCCCCCCCCCCCCC)[N+](CCC[Si](OCC)(OCC)OCC)(CC)CC